C(C)OCCOCCOC=1C=CC=NC1 5-[2-(2-ethoxyethoxy)ethoxy]pyridin